5-(2,6-Difluorophenyl)-N-[rac-(6S)-4-methyl-5-oxo-7,8-dihydro-6H-pyrazolo[1,5-a][1,3]diazepin-6-yl]-5,6,7,8-tetrahydro-[1,2,4]triazolo[1,5-a]pyridin-2-carboxamid FC1=C(C(=CC=C1)F)C1CCCC=2N1N=C(N2)C(=O)N[C@@H]2C(N(C=1N(CC2)N=CC1)C)=O |r|